COC1=CC=CC=2N(C=NC21)C=2OC(=C(N2)N2C=CC=1C=CC=NC1C2=O)C2=CC=C(C=C2)C(F)(F)F 7-[2-(4-methoxy-1H-1,3-benzodiazol-1-yl)-5-[4-(trifluoromethyl)phenyl]-1,3-oxazol-4-yl]-7,8-dihydro-1,7-naphthyridin-8-one